4-monobutyl succinate C(CCC(=O)OCCCC)(=O)[O-]